C(CC)C1CCC(CC1)C1=CC=C(C=C1)C=1C2=CC=C(C(=C2C=CC1)C=1C(=CC=C2C=CC(=CC12)C1=CC=C(C=C1)C1CCC(CC1)CCC)O)O 5,7'-bis(4-(4-propylcyclohexyl)phenyl)-[1,1'-binaphthyl]-2,2'-diol